C1(CC1)C(=O)C=1NC2=CC=C(C=C2C1C=1N=NN(C1)CC1CCN(CC1)CCNS(=O)(=O)CC1=CC=C(C=C1)C(F)(F)F)F N-(2-(4-((4-(2-(Cyclopropancarbonyl)-5-fluoro-1H-indol-3-yl)-1H-1,2,3-triazol-1-yl)methyl)piperidin-1-yl)ethyl)-1-(4-(trifluoromethyl)phenyl)methansulfonamid